N1=CN=CC=2CCC3(CC12)CCC1=CC=CC=C13 2,3,5',8'-tetrahydro-6'H-Spiro[indene-1,7'-quinazoline]